NC1=C(C=C(C=C1)C1=CC(=C(C=C1)N)O)O 4,4'-diamino-3,3'-biphenyldiol